ethyl 10,16-dihydroxyhexadecanoate OC(CCCCCCCCC(=O)OCC)CCCCCCO